NN1C(OC(C1)C(F)(F)F)=O 3-amino-5-(trifluoromethyl)oxazolidin-2-one